O1C(C(C=C1)SC1C(OC=C1)=O)=O furanonyl thioether